(R)-2-(1-(4-chloropyrido[3,2-d]pyrimidin-6-yl)tetrahydropyrrol-2-yl)-4-fluorophenol ClC=1C2=C(N=CN1)C=CC(=N2)N2[C@H](CCC2)C2=C(C=CC(=C2)F)O